NC=1C(=C(C=CC1)SCCCC(=O)O)C(C=CC1=CC=C(C=C1)C1CCCCC1)=O 4-[3-Amino-2-[3-(4-cyclohexylphenyl)prop-2-enoyl]phenyl]sulfanylbutanoic acid